(3-(difluoromethoxy)-4-((3-(7-(((Z)-3-fluoro-1-methylpiperidin-4-yl)amino)-3-(2,2,2-trifluoroethyl)benzo[b]thiophen-2-yl)prop-2-yn-1-yl)amino)phenyl)dimethylphosphine oxide FC(OC=1C=C(C=CC1NCC#CC1=C(C2=C(S1)C(=CC=C2)NC2C(CN(CC2)C)F)CC(F)(F)F)P(C)(C)=O)F